2-(4-fluorophenethyl)-6-(trifluoromethyl)-2,3,4,5-tetrahydro-1H-benzo[e][1,4]diazepine FC1=CC=C(CCC2CNCC3=C(N2)C=CC=C3C(F)(F)F)C=C1